COC=1N=C2C(=NC1NC1=CC=C(C=C1)C(F)(F)F)NC(=N2)C 5-Methoxy-2-methyl-N-(4-(trifluoromethyl)phenyl)-1H-imidazo[4,5-b]pyrazin-6-amin